BrC1=CC(N(C=C1)CC(=O)OCC)=O ethyl 2-(4-bromo-2-oxopyridin-1(2H)-yl)acetate